(3-(((tert-butyldimethylsilyl)oxy)methyl)-4-fluoro-1H-pyrazol-1-yl)methyl-4-(cyclopropylethyl)-4-(1,1-difluoroethyl)-6-fluoro-3,4-dihydroquinazolin-2(1H)-one [Si](C)(C)(C(C)(C)C)OCC1=NN(C=C1F)CN1C(NC(C2=CC(=CC=C12)F)(C(C)(F)F)CCC1CC1)=O